2-chloro-N,N-dimethyl-4,5,6,7-tetrahydrobenzothiophen-5-amine hydrochloride Cl.ClC=1SC2=C(C1)CC(CC2)N(C)C